(E)-4-[2-[2-[2-[2-[2-[2-[bis(tertbutoxycarbonyl)amino]ethoxy]ethoxy]ethoxy]ethoxy]ethoxy]ethoxy]but-2-enoic acid C(C)(C)(C)OC(=O)N(CCOCCOCCOCCOCCOCCOC/C=C/C(=O)O)C(=O)OC(C)(C)C